(2-chloro-4-fluoro-5-isocyanato-phenyl)-5-methyl-4H-isoxazole-5-carboxylic acid ethyl ester C(C)OC(=O)C1(CC(=NO1)C1=C(C=C(C(=C1)N=C=O)F)Cl)C